3-((1S,3S)-3-(2-(5,6,7,8-tetrahydro-1,8-naphthyridin-2-yl)ethyl)cyclobutanecarboxamido)propionic acid N1=C(C=CC=2CCCNC12)CCC1CC(C1)C(=O)NCCC(=O)O